C(C)(C)(C)C1=CC(=C(C=C1)O)C1=NC2=CC=CC=C2C=C1 4-(tert-butyl)-2-(quinolin-2-yl)phenol